ClC1=CC2=C(C(=N1)N)C=NN2C2=C(C=CC(=C2)Cl)OC 6-Chloro-1-(5-chloro-2-methoxyphenyl)-1H-pyrazolo[4,3-c]pyridin-4-amine